C(C1=CC=CC=C1)O[C@H]1C[C@@H](O[C@]1(CF)COCC1=CC=CC=C1)N1C(N=C(C(=C1)F)NC(C1=CC=CC=C1)(C1=CC=CC=C1)C1=CC=C(C=C1)OC)=O 1-[(2R,4S,5R)-4-(benzyloxy)-5-[(benzyloxy)methyl]-5-(fluoromethyl)oxolan-2-yl]-5-fluoro-4-{[(4-methoxyphenyl)diphenylmethyl]amino}pyrimidin-2-one